tert-Butyl (4S)-4-[(3E)-3-[(S)-tert-butylsulfinyl]iminopropyl]-2,2-dimethyl-pyrrolidine-1-carboxylate C(C)(C)(C)[S@](=O)\N=C\CC[C@H]1CC(N(C1)C(=O)OC(C)(C)C)(C)C